C(C=C)#N acryloNitrile